C1(CC1)NC(=O)C=1C=NN2C1N=C(C=C2)N2C(CCC2)C=2C(=NC=C(C2)F)C N-cyclopropyl-5-(2-(5-fluoro-2-methylpyridin-3-yl)pyrrolidin-1-yl)pyrazolo[1,5-a]pyrimidine-3-carboxamide